(+)-(4aR,8aS)-6-(3-((4-Methyl-2-(trifluoromethoxy)benzyl)oxy)azetidine-1-carbonyl)hexahydro-2H-pyrido[4,3-b][1,4]oxazin-3(4H)-one CC1=CC(=C(COC2CN(C2)C(=O)N2C[C@@H]3[C@@H](OCC(N3)=O)CC2)C=C1)OC(F)(F)F